[Cl-].C1(C=CC=C1)[Hf+3].[Cl-].[Cl-] Cyclopentadienylhafnium chlorid